CC=1C=C(C=C(C1C1=C(C(=C(C2=CC=C(C=C12)N)O)\N=N\[H])S(=O)(=O)O)C)C1=CC(=C(C(=C1)C)C1=C(C(=C(C2=CC=C(C=C12)N)O)\N=N\[H])S(=O)(=O)O)C 1,1'-(3,5,3',5'-tetramethyl-[1,1'-biphenyl]-4,4'-diyl)bis{7-amino-4-hydroxy-3-[(E)-diazenyl]naphthalene-2-sulfonic acid}